FC1(CC(C1)C(=O)N)C1=CC(=CC=C1)F 3-fluoro-3-(3-fluorophenyl)cyclobutanecarboxamide